7-chloro-1-(cyclopentylamino)-2,6-naphthyridine-3-carbonitrile ClC1=NC=C2C=C(N=C(C2=C1)NC1CCCC1)C#N